COC1=NN(C=C1C#N)C1=CC=C(C=C1)C(F)(F)F 3-methoxy-1-[4-(trifluoromethyl)phenyl]-1H-pyrazole-4-carbonitrile